C1(CCC1)NC(CN1N=C(C=CC1=O)C=1C=NC(=CC1)OCC(F)(F)F)=O N-cyclobutyl-2-(6-oxo-3-(6-(2,2,2-trifluoroethoxy)pyridin-3-yl)pyridazin-1(6H)-yl)acetamide